BrC=1C=C2CCCN(C2=CC1)C(=O)C1CC1 (6-bromo-3,4-dihydroquinolin-1(2H)-yl)(cyclopropyl)methanone